5-chloro-2-methyl-N-((1r,4r)-4-((3-(2-methylbenzo[d]thiazol-5-yl)-2-oxo-2,3-dihydro-1H-benzo[d]imidazol-1-yl)methyl)cyclohexyl)nicotinamide ClC=1C=NC(=C(C(=O)NC2CCC(CC2)CN2C(N(C3=C2C=CC=C3)C=3C=CC2=C(N=C(S2)C)C3)=O)C1)C